ethyl 7-bromo-2-methoxy-8-[(thiophen-3-ylamino)carbonyl]quinoline-3-carboxylate BrC1=CC=C2C=C(C(=NC2=C1C(=O)NC1=CSC=C1)OC)C(=O)OCC